CC1=C(C=C(C#N)C=C1)C=1C=C/2C(=CN1)NC(\C2=C(\C)/NC=2C=NN(C2)C)=O (Z)-4-Methyl-3-(3-(1-((1-methyl-1H-pyrazol-4-yl)amino)ethylidene)-2-oxo-2,3-dihydro-1H-pyrrolo[2,3-c]pyridin-5-yl)benzonitrile